4-(3-(7-(dimethylamino)-4-hydroxy-2-oxo-2H-chromen-3-yl)-5-(p-tolyl)-4,5-dihydro-1H-pyrazol-1-yl)benzoic acid CN(C1=CC=C2C(=C(C(OC2=C1)=O)C1=NN(C(C1)C1=CC=C(C=C1)C)C1=CC=C(C(=O)O)C=C1)O)C